1-(4-fluorophenyl)-5-(1-((1-propyl-1H-pyrazol-4-yl)sulfonyl)-1,2,3,6-tetrahydropyridin-4-yl)-1H-indazole FC1=CC=C(C=C1)N1N=CC2=CC(=CC=C12)C=1CCN(CC1)S(=O)(=O)C=1C=NN(C1)CCC